FC1=C2C3(C(=NC2=CC=C1N)C)CCCC3 Fluoro-2'-methyl-spiro[cyclopentane-1,3'-indol]-5'-amine